tert-butyl (5-bromo-2-iodophenyl)(tert-butoxycarbonyl)carbamate BrC=1C=CC(=C(C1)N(C(OC(C)(C)C)=O)C(=O)OC(C)(C)C)I